NC(C(C(=O)OCC=C)SC#N)C allyl 3-amino-2-thiocyanobutyrate